1-[4-(4-benzoyloxyphenylthio)phenyl]-2-methyl-2-(4-methylphenylsulfonyl)propan-1-one C(C1=CC=CC=C1)(=O)OC1=CC=C(C=C1)SC1=CC=C(C=C1)C(C(C)(S(=O)(=O)C1=CC=C(C=C1)C)C)=O